FC1=CC(=C(C(=O)NC2=C(C=C(C=C2)S(N[C@H](C)C2CCNCC2)(=O)=O)C)C=C1)C (R)-4-fluoro-2-methyl-N-(2-methyl-4-(N-(1-(piperidin-4-yl)ethyl)sulfamoyl)phenyl)benzamide